N[C@@H](C)C(=O)OCC(C)(C)OC 2-methoxy-2-methylpropyl L-alaninate